C(C)(=O)ON=C(C)C=1C=CC=2N(C3=CC=C(C=C3C2C1)C(=O)C=1NC=CC1)CC 1-[9-ethyl-6-(pyrrol-2-ylcarbonyl)-9H-carbazol-3-yl]ethanone-1-(O-acetyl oxime)